1,2-cyclohexanedicarboxylic acid di(2-ethylhexyl) ester C(C)C(COC(=O)C1C(CCCC1)C(=O)OCC(CCCC)CC)CCCC